N[C@H](C(=O)O)CC1=CC(=C(C=C1)NC1=NC=C(C(=N1)NCCO)C(F)(F)F)OC (S)-2-amino-3-(4-((4-((2-hydroxyethyl)amino)-5-(trifluoromethyl)pyrimidin-2-yl)amino)-3-methoxyphenyl)propanoic acid